N1=NC(=C2C1=NC=N2)C(=O)N IMIDAZO-PYRAZOLECARBOXAMIDE